tert-butyl (R)-5-((S)-(5-fluoropyridin-3-yl)-(hydroxy)methyl)-2,2-dimethylpyrrolidine-1-carboxylate FC=1C=C(C=NC1)[C@@H]([C@H]1CCC(N1C(=O)OC(C)(C)C)(C)C)O